FC(C1=NN(C=C1C(=O)N1C[C@]2(CC1)C=C(C(C(C2)(C)C)=O)C#N)C)F (5R)-2-[3-(difluoromethyl)-1-methyl-1H-pyrazole-4-carbonyl]-9,9-dimethyl-8-oxo-2-azaspiro[4.5]dec-6-ene-7-carbonitrile